N[S@@](=NC(CC1=C(C=C(C=C1C(C)C)C1=CC2=C(OC(O2)(F)F)C=C1)C(C)C)=O)(=O)C=1SC(=CN1)C(C)(C)O (S)-N-(amino(5-(2-hydroxypropan-2-yl)thiazol-2-yl)(oxo)-λ6-sulfaneylidene)-2-(4-(2,2-difluorobenzo[d][1,3]dioxol-5-yl)-2,6-diisopropylphenyl)acetamide